21,23-difluoro-15-hydroxy-18,18-dioxo-8,11-dioxa-18λ6-thia-19-azatetracyclo[18.3.1.113,17.02,7]pentacosa-1(24),2,4,6,13,15,17(25),20,22-nonaen-12-one FC1=C2NS(C=3C=C(C=C(C(OCCOC4=CC=CC=C4C(C(=C1)F)=C2)=O)C3)O)(=O)=O